4-[[(2S,3S,4S,5S)-3-[2-(Cyclobutoxy)-3,4-difluorophenyl]-4,5-dimethyl-5-(trifluoromethyl)tetrahydrofuran-2-carbonyl]amino]pyridin-2-carboxamid C1(CCC1)OC1=C(C=CC(=C1F)F)[C@H]1[C@H](O[C@@]([C@H]1C)(C(F)(F)F)C)C(=O)NC1=CC(=NC=C1)C(=O)N